tert-butyl 4-{[(2S,4S)-4-amino-2-[4-(methoxycarbonyl) phenyl] piperidin-1-yl] methyl}-5-methoxy-7-methyl-1H-indole-1-carboxylate N[C@@H]1C[C@H](N(CC1)CC1=C2C=CN(C2=C(C=C1OC)C)C(=O)OC(C)(C)C)C1=CC=C(C=C1)C(=O)OC